N-(3-cyanothiophen-2-yl)-4-isopropoxybenzamide C(#N)C1=C(SC=C1)NC(C1=CC=C(C=C1)OC(C)C)=O